ClC1=NC=C(C(=N1)NC=1C=C2CCNC(C2=CC1)=O)OC 6-[(2-chloro-5-methoxy-pyrimidin-4-yl)amino]-3,4-dihydro-2H-isoquinolin-1-one